(S)-2-((1-ethoxy-3,3-dimethyl-1,3-dihydrobenzo[c][1,2]oxaborol-5-yl)amino)-4-((2-hydroxy-1-phenylethyl)amino)pyrimidine-5-carboxylic acid C(C)OB1OC(C2=C1C=CC(=C2)NC2=NC=C(C(=N2)N[C@H](CO)C2=CC=CC=C2)C(=O)O)(C)C